C1(CCCCC1)CC#CC1=CC=C(C=C1)C1=NNC(O1)=S 5-(4-(3-cyclohexyl-prop-1-yne-1-yl)phenyl)-1,3,4-oxadiazol-2(3H)-thione